N-(3-chloro-4-fluorophenyl)-7-(3-chloropropoxy)-6-methoxyquinazolin-4-amine ClC=1C=C(C=CC1F)NC1=NC=NC2=CC(=C(C=C12)OC)OCCCCl